BrC1=CC2=C(SC(=C2C(=O)OC)C=O)C=C1 methyl 5-bromo-2-formyl-benzo[b]thiophene-3-carboxylate